di(t-butyl)chlorosilane C(C)(C)(C)[SiH](Cl)C(C)(C)C